1,3-bis(hydroxyethyl)-imidazole bromide [Br-].OCCN1CN(C=C1)CCO